FC1=CC=CC2=C1N=C1N2C2(CC2)CC1 5-fluoro-2,3-dihydrospiro[benzo[d]pyrrolo[1,2-a]imidazole-1,1'-cyclopropan]